tert-butyl (2s,5r)-4-(1-(4-cyano-3-fluorophenyl) ethyl)-2,5-dimethylpiperazine-1-carboxylate C(#N)C1=C(C=C(C=C1)C(C)N1C[C@@H](N(C[C@H]1C)C(=O)OC(C)(C)C)C)F